(4-chlorophenyl)isothiazole methyl-2-(1-benzylpyrrolidin-3-yl)acetate COC(CC1CN(CC1)CC1=CC=CC=C1)=O.ClC1=CC=C(C=C1)C1=NSC=C1